(S)-1-((6-(difluoromethoxy)-2-(2-methyl-[1,1'-biphenyl]-3-yl)benzo[d]oxazol-5-yl)methyl)piperidine-2-carboxylic acid FC(OC1=CC2=C(N=C(O2)C=2C(=C(C=CC2)C2=CC=CC=C2)C)C=C1CN1[C@@H](CCCC1)C(=O)O)F